BrC1=C(C(=C(C(=C1F)[2H])[2H])[2H])[2H] 5-bromo-6-fluoro-benzene-1,2,3,4-d4